C(C)(C)(C)OC(=O)N1C[C@H](CC1)N(C)C(=O)OCC1=CC=CC=C1 (S)-3-(((benzyloxy)carbonyl)(methyl)amino)pyrrolidine-1-carboxylic acid tert-butyl ester